(R,S)-3-(3-((tert-Butyldimethylsilyl)oxy)phenyl)-3-hydroxy-1-methylazetidin-2-one [Si](C)(C)(C(C)(C)C)OC=1C=C(C=CC1)[C@@]1(C(N(C1)C)=O)O